COC1=CC=C(C=C1)C1=CN=CC(=N1)C(=O)N/N=C/C1=CC(=CC=C1)C (E)-6-(4-methoxyphenyl)-N'-(3-methylbenzylidene)pyrazine-2-carbohydrazide